(3S)-N-[4-methyl-3-[2-(3-methylimidazol-4-yl)-6-(morpholin-4-yl)pyridin-4-yl]phenyl]-3-(2,2,2-trifluoroethyl)pyrrolidine-1-carboxamide CC1=C(C=C(C=C1)NC(=O)N1C[C@@H](CC1)CC(F)(F)F)C1=CC(=NC(=C1)N1CCOCC1)C=1N(C=NC1)C